2-chloro-N-(3-methyl-1H-pyrazol-5-yl)-7H-pyrrolo[2,3-d]pyrimidin-4-amine ClC=1N=C(C2=C(N1)NC=C2)NC2=CC(=NN2)C